C(C)(C)(C)OC(=O)C1=C(N=C(S1)NC(=O)C1CC(C1)NC(C1=CC(=CC=C1)C=1N=NN(N1)C)=O)C 4-methyl-2-((1s,3s)-3-(3-(2-methyl-2H-tetrazol-5-yl)benzoylamino)cyclobutane-1-carboxamido)thiazole-5-carboxylic acid tert-butyl ester